CC1=CC=C(\C=C/2\C(N(C(C2)=O)CCCCCCC(=O)OCC)=O)C=C1 ethyl (E)-7-(3-(4-methylbenzylidene)-2,5-dioxopyrrolidinyl)heptanoate